tert-butyl 4-[5-(2,6-dioxo-3-piperidyl)-1,3-benzoxazol-2-yl]piperazine-1-carboxylate O=C1NC(CCC1C=1C=CC2=C(N=C(O2)N2CCN(CC2)C(=O)OC(C)(C)C)C1)=O